OC1=C(C=C(C=C1)NS(=O)(=O)C1=CC=C(C=C1)OC)C1=C(C=CC2=CC=CC=C12)O N-(4-hydroxy-3-(2-hydroxynaphthalen-1-yl)phenyl)-4-methoxybenzenesulfonamide